CO[Si](CCCN=[N+]=[N-])(OC)OC 3-(trimethoxysilyl)propyl azide